FC=1C=C2C(=[N+](C1)[O-])C=C(O2)[Si](C)(C)C (6-fluoro-4-oxido-furo[3,2-b]pyridin-4-ium-2-yl)-trimethyl-silane